2'-((1-((6-cyclopropylimidazo[1,2-a]pyridin-2-yl)methyl)-1H-1,2,3-triazole-4-carboxamido)methyl)-3'-fluoro-4'-methoxy-[1,1'-biphenyl]-4-carboxylic acid C1(CC1)C=1C=CC=2N(C1)C=C(N2)CN2N=NC(=C2)C(=O)NCC2=C(C=CC(=C2F)OC)C2=CC=C(C=C2)C(=O)O